N-(4-methyl-3-(4'-oxo-2,3,5,6-tetrahydrospiro[pyran-4,2'-thiochroman]-7'-yl)phenyl)-2-(trifluoromethyl)isonicotinamide CC1=C(C=C(C=C1)NC(C1=CC(=NC=C1)C(F)(F)F)=O)C1=CC=C2C(CC3(SC2=C1)CCOCC3)=O